3,4-dimethyl-thiophenedicarboxylic acid CC1(C(SC=C1C)C(=O)O)C(=O)O